C(C1=CC=CC=C1)OC1=NC(=CC=C1C1=CC(=C(C=C1F)C=1C(CN(CC1)C(=O)OC(C)(C)C)(F)F)F)OCC1=CC=CC=C1 tert-butyl 4-[4-(2,6-dibenzyloxy-3-pyridyl)-2,5-difluoro-phenyl]-3,3-difluoro-2,6-dihydropyridine-1-carboxylate